di(pentamethyl-cyclopentadienyl)zinc CC1=C(C(=C(C1(C)[Zn]C1(C(=C(C(=C1C)C)C)C)C)C)C)C